NC=1C2=C(N=CN1)N(C=C2C2=CC=C(C=C2)C2OCCN1C2=C(C(N1C1=CC=CC=C1)=O)C(=O)N)CCO (4-(4-amino-7-(2-hydroxyethyl)-7H-pyrrolo[2,3-d]pyrimidin-5-yl)phenyl)-2-oxo-1-phenyl-2,4,6,7-tetrahydro-1H-pyrazolo[5,1-c][1,4]oxazine-3-carboxamide